NC1=NC=2C=C(C(=CC2C2=C1C(=NN2C)C)C(=O)N([C@@H]2COC1=C2C=CC(=C1)C=1C=NN(C1)C(F)(F)F)C)F 4-amino-7-fluoro-N,1,3-trimethyl-N-((3S)-6-(1-(trifluoromethyl)-1H-pyrazol-4-yl)-2,3-dihydro-1-benzofuran-3-yl)-1H-pyrazolo[4,3-c]quinoline-8-carboxamide